CS(=O)(=O)CCN1CCN(CC1)CCC(=O)N 3-[4-(2-methanesulfonylethyl)piperazin-1-yl]Propionamide